4-Methyl-2-methylidene-5-propan-2-ylchromen-7-ol CC1=CC(OC2=CC(=CC(=C12)C(C)C)O)=C